4-(fluoromethyl)-1-(4-methylbenzenesulfonyl)-1H-pyrrolo[3,2-c]pyridine FCC1=NC=CC2=C1C=CN2S(=O)(=O)C2=CC=C(C=C2)C